2,7-diacetylethylfluorene C(C)(=O)CCC1=CC=CC=2C3=CC=C(C=C3CC12)C(C)=O